(S)-2-Amino-3-(3-hydroxy-1-bicyclo[1.1.1]pentanyl)propanoic acid N[C@H](C(=O)O)CC12CC(C1)(C2)O